1-(5-tert-butylisoxazol-3-yl)-3-(8-(morpholine-4-carbonyl)-2,3,4,9-tetrahydro-1H-carbazol-3-yl)urea C(C)(C)(C)C1=CC(=NO1)NC(=O)NC1CCC=2NC3=C(C=CC=C3C2C1)C(=O)N1CCOCC1